Butyldodecylglycinate C(CCC)N(CC(=O)[O-])CCCCCCCCCCCC